C1(CCCCC1)C(=O)NC(=O)[C@@H]1CC12CCN(CC2)C(=O)[O-] |r| (±)-1-((cyclohexanecarbonyl)carbamoyl)-6-azaspiro[2.5]octane-6-carboxylate